FC=1C(=CC=2C3=C(NC(C2C1)=O)C[S@](C[C@H]3N(C(=O)C=3C=C1C(=CC=CN1C3)F)C)=O)F (S,S)-N-(8,9-difluoro-3-oxido-6-oxo-1,4,5,6-tetrahydro-2H-thiopyrano[3,4-c]isoquinolin-1-yl)-8-fluoro-N-methylindolizine-2-carboxamide